S1C=NC(=C1)CSCC=O 2-((thiazol-4-ylmethyl)thio)ethan-1-one